1-(4-methylbenzene-1-sulfonyl)-N-[(5-methylpyrazin-2-yl)methyl]-1H-pyrazole-3-carboxamide CC1=CC=C(C=C1)S(=O)(=O)N1N=C(C=C1)C(=O)NCC1=NC=C(N=C1)C